C(S(=O)(=O)OC=1SC=CC1)S(=O)(=O)OC=1SC=CC1 methylenebis(thienyl-sulfonic acid)